CC1=C(C=2C(=NC=CC2)N1CC1=C(C=C(C=C1)S(=O)(=O)C)C(F)(F)F)CC(=O)O 2-(2-methyl-1-{[4-(methylsulfonyl)-2-(trifluoromethyl)phenyl]methyl}-1H-pyrrolo[2,3-b]pyridine-3-yl)acetic acid